FC(C=1N=CC(=NC1)C=1C=2N(C3=CC=C(C=C3N1)C(=O)OC)C=CC2)(F)F Methyl 4-(5-(trifluoromethyl)pyrazin-2-yl)pyrrolo[1,2-a]quinoxaline-7-carboxylate